N-(4,6-diamino-2-(7-fluoro-1-(2-fluorobenzyl)-1H-indazol-3-yl)pyrimidin-5-yl)tetrahydro-2H-pyran-2-carboxamide NC1=NC(=NC(=C1NC(=O)C1OCCCC1)N)C1=NN(C2=C(C=CC=C12)F)CC1=C(C=CC=C1)F